4-methoxy-2-((2-methylenetetrahydro-1H-pyrrolizin-7a(5H)-yl)methoxy)-5,6,7,8-tetrahydropyrido[3,4-d]pyrimidine COC=1C2=C(N=C(N1)OCC13CCCN3CC(C1)=C)CNCC2